C(C)(C)(C)OC(NCCCCC1=CC2=C(N(C(N2C)=O)C2C(NC(CC2)=O)=O)C=C1)=O [4-[1-(2,6-Dioxopiperidin-3-yl)-3-methyl-2-oxo-1,3-benzodiazol-5-yl]butyl]carbamic acid tert-butyl ester